6-(4-chlorophenyl)-N-[(cis)-4-hydroxytetrahydrofuran-3-yl]-3-oxo-2-(pyridin-3-yl)-2,3-dihydropyridazine-4-carboxamide ClC1=CC=C(C=C1)C=1C=C(C(N(N1)C=1C=NC=CC1)=O)C(=O)N[C@@H]1COC[C@@H]1O